O=C1N(C(C2=CC=CC=C12)=O)CCCCCCCCCCCCCCN(C(=O)C1CNCCC1)C=1C=CC(N(C1)CC(=O)O)=O 2-(5-{N-[14-(1,3-dioxoisoindol-2-yl)tetradecyl]piperidine-3-amido}-2-oxopyridin-1-yl)acetic acid